C1(CC1)C1=CC(=NN1)NC1=NC(=NC=C1)NC1CCN(CC1)C N4-(5-cyclopropyl-1H-pyrazol-3-yl)-N2-(1-methylpiperidin-4-yl)pyrimidine-2,4-diamine